3-[4-[4-[4-(2-hydroxyethyl)cyclohexyl]piperazin-1-yl]phenyl]-piperidine-2,6-dione OCCC1CCC(CC1)N1CCN(CC1)C1=CC=C(C=C1)C1C(NC(CC1)=O)=O